ClC1=NN(C(C(=C1)C(F)(F)F)=O)[C@H](C(=O)OC)CC(C)C methyl (S)-2-(3-chloro-6-oxo-5-(trifluoromethyl) pyridazin-1(6H)-yl)-4-methylpentanoate